N-({6-[(3-isoxazolyl)methoxy]-5-trifluoromethoxy-2-indolyl}methyl)1-methylcyclopropanecarboxamide O1N=C(C=C1)COC1=C(C=C2C=C(NC2=C1)CNC(=O)C1(CC1)C)OC(F)(F)F